5,7,8,4'-tetrahydroxyisoflavone OC1=C2C(C(=COC2=C(C(=C1)O)O)C1=CC=C(C=C1)O)=O